C(C)(C)(C)OC(=O)N1CCC(CC1)C=1C=C(C=C2C=C(NC12)C(=O)OCC)F ethyl 7-(1-(tert-butoxycarbonyl) piperidin-4-yl)-5-fluoro-1H-indole-2-carboxylate